BrC=1C=C2C(=NN(C2=CC1)C(C1=CC=CC=C1)(C1=CC=CC=C1)C1=CC=CC=C1)NC(=O)C1CCN(CC1)C N-(5-bromo-1-trityl-1H-indazol-3-yl)-1-methylpiperidine-4-carboxamide